5-(4-((9-fluoro-4-oxo-4,5-dihydropyrazolo[1,5-a]quinoxalin-7-yl)methyl)piperazin-1-yl)-N,6-dimethylpicolinamide FC=1C=C(C=C2NC(C=3N(C12)N=CC3)=O)CN3CCN(CC3)C=3C=CC(=NC3C)C(=O)NC